[(5S,7S)-7-fluoro-5-phenyl-6,7-dihydro-5H-pyrrolo[1,2-b][1,2,4]triazol-2-yl]-[(1R,2R)-2-methylcyclopropyl]methanone F[C@H]1C[C@H](N2N=C(N=C21)C(=O)[C@H]2[C@@H](C2)C)C2=CC=CC=C2